C1N(CC12CCCCC2)C(=O)[O-] 2-Azaspiro[3.5]Nonan-2-carboxylate